CS(=O)(=O)OC(C1=NC=C(C=C1)C(F)(F)F)C1=NC=C(C=C1)C(F)(F)F Bis(5-(trifluoromethyl)pyridin-2-yl)methyl Methanesulfonate